5-((diphenylmethylene)amino)-3-fluoro-2-(oxetan-3-yl)pyridin-4-amine C1(=CC=CC=C1)C(C1=CC=CC=C1)=NC=1C(=C(C(=NC1)C1COC1)F)N